C1(CCCCC1)C(O)C=1C=NC(=NC1)N1CCN(CC1)C=1C=NN2C1C=CC(=C2)C=2C=NN(C2)C cyclohexyl(2-{4-[6-(1-methyl-1H-pyrazol-4-yl)pyrazolo[1,5-a]pyridin-3-yl]piperazin-1-yl}pyrimidin-5-yl)methanol